FC(OC1=C(C=C(C=C1)I)O)F (difluoromethoxy)-5-iodophenol